5-(2,6-diazaspiro[3.3]heptan-2-ylmethyl)-3-(trifluoromethyl)isoxazole C1N(CC12CNC2)CC2=CC(=NO2)C(F)(F)F